BrC=1C(=CC(=C(N)C1)N1[C@H](CCC1)C)F 5-bromo-4-fluoro-2-[(2S)-2-methylpyrrolidin-1-yl]aniline